N1=C(C=CC=C1)C=1O[C@@H]2[C@H](N1)C=1C=CC=CC1C2 (3aR,8aS)-3a,8a-dihydro-2-(2-pyridyl)-8H-indeno[1,2-d]oxazole